C(=C)S(=O)(=O)N1CCC2=CC=C(C=C12)C1=NNC2=NC=CC=C21 1-(ethenesulfonyl)-6-{1H-pyrazolo[3,4-b]pyridin-3-yl}-2,3-dihydroindole